3-(4-chloro-2-nitrophenyl)oxazolidin-2-one ClC1=CC(=C(C=C1)N1C(OCC1)=O)[N+](=O)[O-]